ClC1=C(C=CC=C1)[C@H](C(=O)N1CC2=C(N=C(NC2=O)C2(CC2)C2=CC=CC=C2)CC1)O (R)-6-(2-(2-chlorophenyl)-2-hydroxyacetyl)-2-(1-phenylcyclopropyl)-5,6,7,8-tetrahydropyrido[4,3-d]pyrimidin-4(3H)-one